N[C@H]1C(N(C2=C(C(C1)(F)F)C=C(C(=C2)C=2OC(=NN2)C(C)(S(=O)(=O)C)C)F)CC2=CC=C(C=C2)OC2=CC=CC=C2)=O (3R)-3-amino-5,5,7-trifluoro-8-[5-(1-methyl-1-methylsulfonyl-ethyl)-1,3,4-oxadiazol-2-yl]-1-[(4-phenoxyphenyl)methyl]-3,4-dihydro-1-benzazepin-2-one